Methyl 2-(4-(aminomethyl)tetrahydro-2H-pyran-4-yl)acetate hydrochloride Cl.NCC1(CCOCC1)CC(=O)OC